3-(5-(4-((2-(trimethylsilyl)ethoxy)methyl)-4H-1,2,4-triazol-5-yl)pyridin-3-yl)phenyl cyclopentylcarbamate C1(CCCC1)NC(OC1=CC(=CC=C1)C=1C=NC=C(C1)C=1N(C=NN1)COCC[Si](C)(C)C)=O